C(C)(C)NC(C1=C(C=CC=C1)N1C[C@@H](CC1)OC1=NC=C(C=C1)C(F)(F)F)=O (R)-N-isopropyl-2-(3-(5-(trifluoromethyl)pyridin-2-yloxy)pyrrolidin-1-yl)benzamide